tert-butyl (3-(4-(4-(2-(dimethoxyphosphoryl)-2-((1,3-dioxoisoindolin-2-yl)oxy)-ethoxy)phenyl)-1H-pyrazol-1-yl)propyl)carbamate COP(=O)(OC)C(COC1=CC=C(C=C1)C=1C=NN(C1)CCCNC(OC(C)(C)C)=O)ON1C(C2=CC=CC=C2C1=O)=O